5-[3-(2-ethoxyphenylamino)-2-hydroxypropyl]-1,3-oxazole-2(3H)-thione C(C)OC1=C(C=CC=C1)NCC(CC1=CNC(O1)=S)O